Cl.NCC(=O)N(C1=CC=C(C=C1)C(F)(F)F)C=1SC=C(N1)C1=C(C=C(C=C1)F)F 2-amino-N-(4-(2,4-difluorophenyl)thiazol-2-yl)-N-(4-(trifluoromethyl)phenyl)acetamide hydrochloride